ClC1=CC=C(C=C1)NC=1C2=C(N=CN1)N=CC(=C2)C=2C1=C(C(N(C2)C)=O)NC=C1 4-(4-((4-chlorophenyl)amino)pyrido[2,3-d]pyrimidin-6-yl)-6-methyl-1,6-dihydro-7H-pyrrolo[2,3-c]pyridin-7-one